N-(5-methyl-3-isobutyl-2-hydroxy-benzyl)-acrylamide CC=1C=C(C(=C(CNC(C=C)=O)C1)O)CC(C)C